C1(=CC=CC=C1)C1=C(C=CC=C1)C1=C(C(=C(C(=C1C1=CC=CC=C1)C1=CC=CC=C1)C1=CC=CC=C1)C1=CC=CC=C1)C1=CC=CC=C1 hexa(phenyl)-biphenyl